O=C(C(=O)N[C@@H](CC(C)C)C(=O)O)NC1=C(C=CC=C1)C (2-oxo-2-(o-tolylamino)acetyl)-L-leucine